6-ethyl-2-methyl-6H-thieno[2,3-b]pyrrole-5-carbaldehyde C(C)N1C2=C(C=C1C=O)C=C(S2)C